CC1=NC=C(C(=O)O)C=C1NC(=O)C=1C=NN2C1SC(=C2)C=2C(=NN(C2C)C)C 6-methyl-5-(2-(1,3,5-trimethyl-1H-pyrazol-4-yl)pyrazolo[5,1-b]thiazole-7-carboxamido)nicotinic acid